tert-Butyl 2-((1S,4S)-5-(5-bromopyridin-2-yl)-2,5-diazabicyclo[2.2.1]hept-2-yl)acetate BrC=1C=CC(=NC1)N1[C@@H]2CN([C@H](C1)C2)CC(=O)OC(C)(C)C